4-amino-2-(4-methylpiperazin-1-yl)-5-nitrobenzonitrile NC1=CC(=C(C#N)C=C1[N+](=O)[O-])N1CCN(CC1)C